6-chloro-N-[(fluorocyclopropyl)methyl]-2-methoxypyridine-3-carboxamide ClC1=CC=C(C(=N1)OC)C(=O)NCC1(CC1)F